(1-(2-methoxyethyl)-1H-imidazol-4-yl)pyrazolo[1,5-a]pyridine COCCN1C=NC(=C1)C1=NN2C(C=CC=C2)=C1